CC1=C(C=CC=C1)NC(NN)=S 4-(2-methylphenyl)thiosemicarbazide